3-(Difluoromethoxy)-2-fluoro-5-hydroxybenzonitrile FC(OC=1C(=C(C#N)C=C(C1)O)F)F